FC(C1(CCC1)N1C=C(C(=CC1=O)NC1CCN(CC1)C)C(=O)[O-])F.[Li+] lithium 1-(1-(difluoromethyl)cyclobutyl)-4-((1-methylpiperidin-4-yl)amino)-6-oxo-1,6-dihydropyridine-3-carboxylate